OC1=CC=C(C=C1)/C(=C(\CC)/C1=CC=CC=C1)/C1=CC=C(OC2CCC(CC2)OCCN2CCN(CC2)C=2C=C3CN(C(C3=CC2)=O)C2C(NC(CC2)=O)=O)C=C1 (Z)-3-(5-(4-(2-((4-(4-(1-(4-hydroxyphenyl)-2-phenylbut-1-en-1-yl)phenoxy)cyclohexyl)oxy)ethyl)piperazin-1-yl)-1-oxoisoindolin-2-yl)piperidine-2,6-dione